3,5-dimethyl-N-(6-methyl-1,3-benzothiazol-2-yl)adamantane-1-carboxamide CC12CC3(CC(CC(C1)(C3)C)C2)C(=O)NC=2SC3=C(N2)C=CC(=C3)C